tris(trimethylsilylmethyl)bismuth C[Si](C)(C)C[Bi](C[Si](C)(C)C)C[Si](C)(C)C